ethyl 2-(2-amino-4-isopropyl-7-oxo-thieno[2,3-d]pyridazin-6-yl)acetate NC1=CC2=C(C(N(N=C2C(C)C)CC(=O)OCC)=O)S1